S1CC(C1)SCCSC1CSC1 1,2-bis(3-thietanylthio)ethane